FC=1C(=C(C=C(C1)B1OC(C(O1)(C)C)(C)C)CC(=O)OCC)OC ethyl 2-(3-fluoro-2-methoxy-5-(4,4,5,5-tetramethyl-1,3,2-dioxaborolan-2-yl)phenyl)acetate